1-(2-hydroxy-3-phenoxypropyl)-2-phenylimidazoline OC(CN1C(=NCC1)C1=CC=CC=C1)COC1=CC=CC=C1